ClC1=CC=C2C(=CNC2=C1N1N=CC(=C1)C(F)F)S(=O)(=O)Cl 6-chloro-7-(4-(difluoromethyl)-1H-pyrazol-1-yl)-1H-indole-3-sulfonyl chloride